1,3-Dihydrofuro[3,4-c]pyridine-5-oxide C1OCC=2C=[N+](C=CC21)[O-]